[(6-bromo-1H-indol-2-yl)methyl]({3-fluorobicyclo[1.1.1]pentan-1-yl}methyl)amine BrC1=CC=C2C=C(NC2=C1)CNCC12CC(C1)(C2)F